N-[2-(6-{2-[(tert-Butyldimethylsilyl)oxy]ethyl}-2H-1,3-benzodioxol-4-yl)ethyl]-N-(2,2-dimethoxyethyl)-4-nitrobenzene-1-sulfonamide [Si](C)(C)(C(C)(C)C)OCCC=1C=C(C2=C(OCO2)C1)CCN(S(=O)(=O)C1=CC=C(C=C1)[N+](=O)[O-])CC(OC)OC